CCCCCCCCCCCCCCCC(=O)O[C@H](COC(=O)CCCC/C=C\C/C=C\CCCCCCCC)COP(=O)([O-])OCC[N+](C)(C)C 1-(6Z,9Z-octadecadienoyl)-2-hexadecanoyl-sn-glycero-3-phosphocholine